5-N-acetyl-4,7,8,9-tetra-O-acetylneuraminic acid C(C)(=O)N[C@@H]1[C@H](CC(C(O)=O)(O)O[C@H]1[C@H](OC(C)=O)[C@H](OC(C)=O)COC(C)=O)OC(C)=O